2-((2,6-dimethyl-phenyl)amino)-2-oxoacetic acid CC1=C(C(=CC=C1)C)NC(C(=O)O)=O